NC=1N=CC(=NC1CCCN1CCOCC1)C1=CC=C(CNC2=C(C(=O)N[C@@H](C)C3=CC=C(C=C3)F)C=C(C=N2)C#N)C=C1 2-{4-[5-Amino-6-(3-morpholin-4-yl-propyl)-pyrazin-2-yl]-benzylamino}-5-cyano-N-[(S)-1-(4-fluoro-phenyl)-ethyl]-nicotinamide